C(C1=CC=CC=C1)OC=1C=C(C=O)C(=CC1OCC1=CC=CC=C1)Br 3,4-dibenzyloxy-6-bromobenzaldehyde